ClC1=NC=C(C(=N1)NC=1C=C2C=C(C(N(C2=CC1)C)=O)OCC(=O)NC)Cl ({6-[(2,5-dichloropyrimidin-4-yl)amino]-1-methyl-2-oxoquinolin-3-yl}oxy)-N-methylacetamide